2,6-difluorophenyl-3-methyl-1,3-dihydro-1,4-benzodiazepin-2-one hydrazone FC1=C(C(=CC=C1)F)N1C(C(N=CC2=C1C=CC=C2)C)=NN